CS(=O)(=O)C=1SC=C2C1CCC2O methanesulfonyl-4H,6H-cyclopenta[c]thiophen-4-ol